C(C)[NH2+]CC(CCOCCOC)(CCOCCOC)CCOCCOC N-ethyl-tris(2-(2-methoxyethoxy)ethyl)ethanaminium